2-(3,3-Difluorocyclobutyloxy)benzenesulfonyl chloride FC1(CC(C1)OC1=C(C=CC=C1)S(=O)(=O)Cl)F